3-(tert-butyl)-N-(2-methyl-4-(2-((1-methyl-1H-pyrazol-4-yl)amino)pyrimidin-4-yl)benzyl)pyrrolidine-1-carboxamide C(C)(C)(C)C1CN(CC1)C(=O)NCC1=C(C=C(C=C1)C1=NC(=NC=C1)NC=1C=NN(C1)C)C